5-((4-(4-((1-(2-(2,6-dioxopiperidin-3-yl)-1,3-dioxoisoindolin-5-yl)pyrrolidin-3-yl)methyl)piperazin-1-yl)-3-fluorophenyl)amino)-3-(piperidin-1-yl)-1,2,4-triazine-6-carboxamide O=C1NC(CCC1N1C(C2=CC=C(C=C2C1=O)N1CC(CC1)CN1CCN(CC1)C1=C(C=C(C=C1)NC=1N=C(N=NC1C(=O)N)N1CCCCC1)F)=O)=O